(2R,3R,4S,5R,6R)-2-(hydroxymethyl)-5-methoxy-6-((5-(1-(methylsulfonyl)piperidin-4-yl)isoxazol-3-yl)methyl)-4-(4-(3,4,5-trifluorophenyl)-1H-1,2,3-triazol-1-yl)tetrahydro-2H-pyran-3-ol OC[C@H]1O[C@@H]([C@@H]([C@H]([C@H]1O)N1N=NC(=C1)C1=CC(=C(C(=C1)F)F)F)OC)CC1=NOC(=C1)C1CCN(CC1)S(=O)(=O)C